1-(3-fluoro-5-(5-(4-(methylsulfonyl)phenyl)-1H-pyrazolo[3,4-b]pyridin-3-yl)phenyl)-3-(pyrimidin-5-yl)urea FC=1C=C(C=C(C1)C1=NNC2=NC=C(C=C21)C2=CC=C(C=C2)S(=O)(=O)C)NC(=O)NC=2C=NC=NC2